S1C=2N(C(=C1)C(=O)[O-])C=CN2 imidazo[2,1-b]thiazole-3-carboxylate